2-((5-(5-(difluoromethyl)-1,3,4-oxadiazole-2-yl)pyridine-2-yl)methyl)-4,4-dimethyl-6-(4,7-diazaspiro[2.5]octane-7-yl)isoquinoline-1,3(2H,4H)-dione 2,2,2-trifluoroacetate FC(C(=O)O)(F)F.FC(C1=NN=C(O1)C=1C=CC(=NC1)CN1C(C2=CC=C(C=C2C(C1=O)(C)C)N1CCNC2(CC2)C1)=O)F